[(4-{methyl[(4-methylpiperazin-1-yl)acetyl]amino}(phenyl)amino)(phenyl)methylidene]-2-oxo-2,3-dihydro-1H-indole-6-carboxylate CN(C1=CC=C(C=C1)NC(C1=CC=CC=C1)=C1C(NC2=CC(=CC=C12)C(=O)[O-])=O)C(CN1CCN(CC1)C)=O